2',4',6'-triisopropyl-3,6-dimethoxy-1,1'-biphenyl C(C)(C)C1=C(C(=CC(=C1)C(C)C)C(C)C)C1=CC(=CC=C1OC)OC